CC1=C(C(=O)C2=NOC=N2)C=CC=C1 (2-methylbenzoyl)-1,2,4-oxadiazol